C(C)(C)C1=CC(C2=CC=CC=C2C1=O)=O 3-isopropylnaphthalene-1,4-dione